Cl.ClC1=CC=C(OCCC(C(=O)O)N2CCC(CC2)NC(COC2=CC=C(C=C2)Cl)=O)C=C1 4-(4-chlorophenoxy)-2-(4-(2-(4-chlorophenoxy)acetamido)piperidin-1-yl)butanoic acid hydrochloride